diacetyl(2,3-butanedione) CC(=O)C(C(=O)C)C(=O)C(=O)C